8-((8-(didecylamino)-8-oxooctyl)(5-hydroxypentyl)amino)octylpentadecan-8-yl carbonate C(OC(CCCCCCCCCCCCCCCN(CCCCCO)CCCCCCCC(=O)N(CCCCCCCCCC)CCCCCCCCCC)CCCCCCC)([O-])=O